(3-(bromomethyl)phenyl)boronic acid BrCC=1C=C(C=CC1)B(O)O